C1(CC1)[C@@H]1NC2=C(C(N(C=3C=CC(=CC23)NC2=NC(=NC=C2F)N2CC(C(CC2)(F)F)C)C)=O)OCC1(F)F (2S)-2-Cyclopropyl-10-((2-(4,4-difluoro-3-methylpiperidin-1-yl)-5-fluoropyrimidin-4-yl)amino)-3,3-difluoro-7-methyl-1,2,3,4-tetrahydro-[1,4]oxazepino[2,3-c]chinolin-6(7H)-on